1-heptanoyl-2-hydroxy-sn-glycero-3-phosphocholine C(CCCCCC)(=O)OC[C@@H](OO)COP(=O)([O-])OCC[N+](C)(C)C